ClC=1C(=NC(=NC1)N1CCC(CC1)CN1CCC(CC1)CNC=1C=C2C(N(C(C2=CC1)=O)C1C(NC(CC1)=O)=O)=O)NC=1C=C2CC(N(C2=CC1)C)=O 5-(((1-((1-(5-chloro-4-((1-methyl-2-oxoindolin-5-yl)amino)pyrimidin-2-yl)piperidin-4-yl)methyl)piperidin-4-yl)methyl)amino)-2-(2,6-dioxopiperidin-3-yl)isoindoline-1,3-dione